ClC=1C(=NC(=NC1)N1C[C@@H](C[C@@H](C1)C)O)NC1=CC=2C3=C(C(N(C2C=C1)C)=O)OCC[C@@H](N3)C (S)-10-((5-chloro-2-((3R,5S)-3-hydroxy-5-methylpiperidin-1-yl)pyrimidin-4-yl)amino)-2,7-dimethyl-1,2,3,4-tetrahydro-[1,4]oxazepino[2,3-c]quinolin-6(7H)-one